(2R,5S)-2,5-dimethyl-4-(5-(3-methylpyrazin-2-yl)-7-tosyl-7H-pyrrolo[2,3-d]pyrimidin-4-yl)piperazine-1-carboxylic acid tert-butyl ester C(C)(C)(C)OC(=O)N1[C@@H](CN([C@H](C1)C)C=1C2=C(N=CN1)N(C=C2C2=NC=CN=C2C)S(=O)(=O)C2=CC=C(C)C=C2)C